N1(CCOCC1)C1C(CCCC1)O 2-(4-morpholinyl)cyclohexanol